(3-Glycidyl-oxypropyl)triethoxysilan C(C1CO1)OCCC[Si](OCC)(OCC)OCC